sodium propyl-hydroxypropyl-sodium thiosulfate S(=S)(=O)([O-])[O-].C(CC)C(CC[Na])O.[Na+].[Na+]